C(C)C1(OC2=CC(=CC(=C2C(C1)=O)C)O)O 2-ethyl-2,7-dihydroxy-5-methyl-chroman-4-one